4-chloromethyl-6,8-difluoro-7-hydroxycoumarin ClCC1=CC(OC2=C(C(=C(C=C12)F)O)F)=O